CNC1(CCN(CC1)C1=CC=C(C(=O)O)C=C1)NC 4-(4,4-dimethylaminopiperidin-1-yl)benzoic acid